N-isobutyl-acrylamide C(C(C)C)NC(C=C)=O